Cl.C(C)(C)(C)OC([C@H](N)CC(=O)OC(C)(C)C)=O Di-tert-butyl-D-aspartat hydrochlorid